FC=1C=C(C(=O)NCC2CCC(CC2)N2N=C3C=C(C=CC3=C2)OC)C=C(C1O)F 3,5-difluoro-4-hydroxy-N-{[(1r,4r)-4-(6-methoxy-2H-indazol-2-yl)cyclohexyl]methyl}benzamide